5-fluoro-1-(4-fluoro-3-(4-phenylpiperidine-1-carbonyl)benzyl)quinazoline-2,4(1h,3h)-dione FC1=C2C(NC(N(C2=CC=C1)CC1=CC(=C(C=C1)F)C(=O)N1CCC(CC1)C1=CC=CC=C1)=O)=O